4-Amino-3-chloro-N,5-dimethyl-benzamide NC1=C(C=C(C(=O)NC)C=C1C)Cl